3-(Chloromethyl)-5-{2,4-difluoro-3-[(4-methoxyphenyl)methoxy]phenyl}-1,2-oxazole ClCC1=NOC(=C1)C1=C(C(=C(C=C1)F)OCC1=CC=C(C=C1)OC)F